trans-Methyl 4-(((trans-4-(3-cyano-4-methoxyphenyl)cyclohexyl)methyl)(3-(2-cyclopropylthiazol-5-yl)phenyl)carbamoyl)cyclohexanecarboxylate C(#N)C=1C=C(C=CC1OC)[C@@H]1CC[C@H](CC1)CN(C(=O)[C@@H]1CC[C@H](CC1)C(=O)OC)C1=CC(=CC=C1)C1=CN=C(S1)C1CC1